N(=[N+]=[N-])[C@@H](C(=O)OCC)[C@H](O)C1CC1 ethyl (2R,3R)-2-azido-3-cyclopropyl-3-hydroxypropanoate